3-methylaminocarbonyl-bicyclo[1.1.1]pentan CNC(=O)C12CC(C1)C2